C(CCC)OC(CCC(=O)OCCCC)C butyl 4-butoxypentanoate